3-[4-(5-benzyl-pyrimidin-2-yl)piperazin-1-yl]-6-(1H-pyrazol-4-yl)pyrazolo[1,5-a]pyridine C(C1=CC=CC=C1)C=1C=NC(=NC1)N1CCN(CC1)C=1C=NN2C1C=CC(=C2)C=2C=NNC2